(2-((Z)-4-(diethylamino) benzylidene)-3-oxo-2,3-dihydrobenzofuran-6-yloxy) tetrahydro-2H-pyran-3,4,5-triacetate O1CC(C(C(C1)CC(=O)[O-])CC(=O)[O-])CC(=O)OOC1=CC2=C(C(/C(/O2)=C/C2=CC=C(C=C2)N(CC)CC)=O)C=C1